O1N[C@@H](CC1)C=1C=C(C#N)C=CC1 (S)-3-(isoxazolidin-3-yl)benzonitrile